FC=1C=C2C(=C(NC2=C(C1)F)C1=CC=C(C=C1)F)CCNC 2-[5,7-difluoro-2-(4-fluorophenyl)-1H-indol-3-yl]-N-methyl-ethylamine